2-((1-methylpiperidin-4-yl)oxy)-7-(7H-pyrrolo[2,3-d]pyrimidin-5-yl)quinoxaline CN1CCC(CC1)OC1=NC2=CC(=CC=C2N=C1)C1=CNC=2N=CN=CC21